ClC1=NC2=CC=CC=C2C(=C1[N+](=O)[O-])N[C@H]1C[C@H](OCC1)C chloro-N-[(2R,4R)-2-methyltetrahydro-2H-pyran-4-yl]-3-nitroquinolin-4-amine